C(C)(C)N1N=CC(=C1)C1=NC(=NC=C1C)NC=1C=C2C=CN(C2=CC1)S(=O)(=O)C1=CC=C(C=C1)OC N-(4-(1-isopropyl-1H-pyrazol-4-yl)-5-methylpyrimidin-2-yl)-1-((4-methoxyphenyl)sulfonyl)indol-5-amine